(R)-2-aminoglutaric acid N[C@@H](C(=O)O)CCC(=O)O